[Ca].C(C)(=O)CC(C)=O acetylacetone calcium salt